(E)-3-(4-(allyloxy)-3-methoxyphenyl)acryloyl isothiocyanate C(C=C)OC1=C(C=C(C=C1)/C=C/C(=O)N=C=S)OC